FC(C=1C(=C(C=CC1)[C@@H](C)NC=1C=2C(N=C(N1)C)=C(C(N(C2)C2(CC2)CF)=O)N2CCC(CC2)(C)O)F)F (R)-4-((1-(3-(difluoromethyl)-2-fluorophenyl)ethyl)amino)-6-(1-(fluoromethyl)cyclopropyl)-8-(4-hydroxy-4-methylpiperidin-1-yl)-2-methylpyrido[4,3-d]pyrimidine-7(6H)-one